tert-butyl 4-((6-(2,6-dioxopiperidin-3-yl)pyridin-3-yl)ethynyl)piperidine-1-carboxylate O=C1NC(CCC1C1=CC=C(C=N1)C#CC1CCN(CC1)C(=O)OC(C)(C)C)=O